O=C1N(CCN1C1=CC=CC=C1)C1=C(C=CC=C1)/C=C/C(=O)OCC ethyl (E)-3-(2-(2-oxo-3-phenylimidazolidin-1-yl)phenyl)acrylate